NC=1N=NC(=CC1N1N=CC(=C1)N1CCN(CC1)C1CCC(CC1)C1=CC=CC2=C1OCCN2[C@@H]2C(NC(CC2)=O)=O)C2=C(C=CC=C2)O (S)-3-(8-((1r,4S)-4-(4-(1-(3-amino-6-(2-hydroxyphenyl)pyridazin-4-yl)-1H-pyrazol-4-yl)piperazin-1-yl)cyclohexyl)-2,3-dihydro-4H-benzo[b][1,4]oxazin-4-yl)piperidine-2,6-dione